5-(chlorosulfonyl)-4-fluorothiophene-2-carboxylic acid methyl ester COC(=O)C=1SC(=C(C1)F)S(=O)(=O)Cl